6-Cyclopropyl-1-methyl-1,2-dihydro-3H-benzo[e]indole-3-carboximidamide hydrochloride Cl.C1(CC1)C1=CC=CC=2C=3C(CN(C3C=CC21)C(N)=N)C